NC=1C(=C(C(=O)O)C(=C(C1)N)C)C 3,5-diamino-2,6-dimethylbenzoic acid